N-(2,3-dimethoxy-5-(8-(methylamino)imidazo[1,2-b]pyridazin-3-yl)phenyl)-1-methyl-1H-pyrazole-4-sulfonamide COC1=C(C=C(C=C1OC)C1=CN=C2N1N=CC=C2NC)NS(=O)(=O)C=2C=NN(C2)C